C1(CC1)NC(C1=C(C=CC=C1)SC1=CC=C2C(=NNC2=C1)\C=C\C1=NC=CC(=C1)OCCN1CCCC1)=O N-cyclopropyl-2-({3-[(E)-2-{4-[2-(pyrrolidin-1-yl)ethoxy]pyridin-2-yl}vinyl]-1H-indazol-6-yl}thio)benzamide